C1CC(=O)N(C1=O)OC(=O)ON2C(=O)CCC2=O N,N'-disuccinimidylcarbonate